tert-butyl 4-[3-[(10S)-4-(2-hydroxyphenyl)-1,5,6,8,12-pentazatricyclo[8.4.0.02,7]tetradeca-2,4,6-triene-12-carbonyl]azetidin-1-yl]piperidine-1-carboxylate OC1=C(C=CC=C1)C=1C=C2N3CCN(C[C@@H]3CNC2=NN1)C(=O)C1CN(C1)C1CCN(CC1)C(=O)OC(C)(C)C